ClC1=C(C(=O)P(C2=CC=C(C=C2)OCC)(C(C2=C(C=CC=C2Cl)Cl)=O)=O)C(=CC=C1)Cl bis-(2,6-dichlorobenzoyl)-4-ethoxyphenylphosphine oxide